C(C)(C)C=1C=2N(C=CC1)N=C(C2)[C@@H]2N(CCC1=C2N=CN1)C=1OC(=NN1)C (R)-2-(4-(4-isopropylpyrazolo[1,5-a]pyridin-2-yl)-1,4,6,7-tetrahydro-5H-imidazo[4,5-c]pyridin-5-yl)-5-methyl-1,3,4-oxadiazole